ethyl 6-amino-4-oxo-1,4-dihydroquinoline-3-carboxylate NC=1C=C2C(C(=CNC2=CC1)C(=O)OCC)=O